C[Si](OCC)(C)CCCNCCC[Si](C)(C)OCC bis-(dimethylethoxysilaneylpropyl)amine